O1C(CCCC1)ONC(=O)C1OC2=CC=C(C=C2CC1)NC(OCC1=C(C=CC=C1)Cl)=O 2-chlorobenzyl (2-(((tetrahydro-2H-pyran-2-yl)oxy)carbamoyl)chroman-6-yl)carbamate